1-pentadecanoyl-2-(11Z-docosenoyl)-glycero-3-phosphocholine CCCCCCCCCCCCCCC(=O)OC[C@H](COP(=O)([O-])OCC[N+](C)(C)C)OC(=O)CCCCCCCCC/C=C\CCCCCCCCCC